C1=NC=CC=2CC(C=CC12)=O isoquinoline-6(5H)-one